C(#N)C1(CCN(CC1)C1=C2C=C(N=CC2=CC(=N1)C1=C(C(=CC(=C1Cl)OC)OC)Cl)N[C@H]1[C@H](COC1)NC(C=C)=O)C N-((3R,4S)-4-((5-(4-cyano-4-methylpiperidin-1-yl)-7-(2,6-dichloro-3,5-dimethoxyphenyl)-2,6-naphthyridin-3-yl)amino)tetrahydrofuran-3-yl)acrylamide